N-(4-((3S,5S)-3-amino-5-methylpiperidin-1-yl)-5-(1-(difluoromethyl)-1H-pyrazol-4-yl)pyridin-2-yl)-2-(2,4-difluoro-6-methoxyphenyl)pyrimidin-4-amine N[C@@H]1CN(C[C@H](C1)C)C1=CC(=NC=C1C=1C=NN(C1)C(F)F)NC1=NC(=NC=C1)C1=C(C=C(C=C1OC)F)F